N-(2-methoxyethyl)-4-(7-Methoxy-1-methyl-β-carbolin-9-yl)-α,α-dimethylbutanamide COCCNC(C(CCN1C2=CC(=CC=C2C=2C=CN=C(C12)C)OC)(C)C)=O